NC1=C(C=CC(=C1)Cl)N1C[C@@H](CC1)O (R)-1-(2-amino-4-chlorophenyl)pyrrolidin-3-ol